2-chloro-N-(4-(1-isopropyl-4-(trifluoromethyl)-1H-imidazol-2-yl)benzyl)imidazo[2,1-f][1,2,4]triazin-4-amine ClC1=NN2C(C(=N1)NCC1=CC=C(C=C1)C=1N(C=C(N1)C(F)(F)F)C(C)C)=NC=C2